3-bromo-5-((3-(2-fluorophenyl)-5-methyl-5,6-dihydropyrrolo[3,4-c]pyrazol-2(4H)-yl)methyl)phenol BrC=1C=C(C=C(C1)CN1N=C2C(=C1C1=C(C=CC=C1)F)CN(C2)C)O